O=C1NC(CCC1C1=CN(C2=C(C=CC=C12)C1CCN(CC1)C1CCN(CC1)C(=O)OC(C)(C)C)C)=O tert-butyl 4-(3-(2,6-dioxopiperidin-3-yl)-1-methyl-1H-indol-7-yl)-[1,4'-bipiperidine]-1'-carboxylate